5-(5-Cyano-2-methoxyphenyl)-N-((3R,5R)-1-cyano-5-methylpyrrolidin-3-yl)-1,3,4-oxadiazole-2-carboxamide C(#N)C=1C=CC(=C(C1)C1=NN=C(O1)C(=O)N[C@H]1CN([C@@H](C1)C)C#N)OC